3-bromo-1-(2,2-diethoxyethyl)-1H-pyrazole-5-carboxaldehyde BrC1=NN(C(=C1)C=O)CC(OCC)OCC